C(C(C)(C)C)(=O)OC1=C(C(=CC2=CC=CC(=C12)C)O)F fluoro-3-hydroxy-8-methylnaphthalene-1-yl pivalate